CSC1=NC=C(C(=N1)C(F)(F)F)N1CC2(CC1)CCN(CC2)C(=O)OC(C)(C)C tert-butyl 2-(2-(methylthio)-4-(trifluoromethyl)pyrimidin-5-yl)-2,8-diazaspiro[4.5]decane-8-carboxylate